3-[(aminooxy)methyl]azetidine dihydrochloride Cl.Cl.NOCC1CNC1